Cl.C[Si](C)(C)C#CC1(CNCCOC1)O 6-((tri-methylsilyl)ethynyl)-1,4-oxazepan-6-ol hydrochloride